(5-bromo[1,2,4]triazolo[1,5-a]pyridin-7-yl)acetonitrile BrC1=CC(=CC=2N1N=CN2)CC#N